C(C)S(=O)(=O)N1CCN(CC1)C(=O)C=1C=C2C(C=3C=CC=C(C3C(C2=CC1)=O)S(=O)(=O)C)=O 6-(4-(ethylsulfonyl)piperazine-1-carbonyl)-1-(methylsulfonyl)anthracene-9,10-dione